C(C)(C)(C)OC(=O)N1C[C@@H](OCC1)CN1C=CC2=C(C=CC=C12)N1C(N(C(CC1)=O)COCC[Si](C)(C)C)=O.CC1OCCN(C1)C1=CC=C(N)C=C1 4-(2-methylmorpholino)aniline tert-butyl-(S)-2-((4-(2,4-dioxo-3-((2-(trimethylsilyl)ethoxy)methyl)tetrahydropyrimidin-1(2H)-yl)-1H-indol-1-yl)methyl)morpholine-4-carboxylate